(R)-N-(3-Methoxy-5-((4-(trifluoromethyl)cyclohexyl)oxy)phenyl)-1-methyl-5-oxopyrrolidine-2-carboxamide COC=1C=C(C=C(C1)OC1CCC(CC1)C(F)(F)F)NC(=O)[C@@H]1N(C(CC1)=O)C